C(C)OC(=O)C1=C(C2=C(N=C(N=C2SC)C2=CC=CC=C2)S1)I 5-Iodo-4-(methylthio)-2-phenylthieno[2,3-d]pyrimidine-6-carboxylic acid ethyl ester